(l)-4-(2,3-dichlorophenyl)-2-pyrazinylimidazole ClC1=C(C=CC=C1Cl)C=1N=C(NC1)C1=NC=CN=C1